C(\C=C/C(=O)O)(=O)O.CC(C)=C isobutylene-maleate salt